C(\C=C\C(=O)O)(=O)O.NC[C@@H]1N(CCC1)C1=C(C=CC(=C1C(F)(F)F)OC1=CC=CC=C1)NC(=O)C=1N=C(SC1)C1=CN=NC=C1 N-{2-[(2R)-2-(aminomethyl)pyrrolidin-1-yl]-4-phenoxy-3-(trifluoromethyl)phenyl}-2-(pyridazin-4-yl)-1,3-thiazole-4-carboxamide mono[(2E)-but-2-enedioate]